1,3-diethyl-1,3-diphenylurea C(C)N(C(=O)N(C1=CC=CC=C1)CC)C1=CC=CC=C1